F.P(O)(O)(O)=O phosphoric acid-hydrofluoride